C(C1=CC=CC=C1)N(C(OC(C)(C)C)=O)C1=C(C=C(C=C1)S(N(C)C(=O)OC(C)(C)C)(=O)=O)B1OC(C(O1)(C)C)(C)C tert-butyl N-benzyl-N-[4-[tert-butoxycarbonyl (methyl)sulfamoyl]-2-(4,4,5,5-tetramethyl-1,3,2-dioxaborolan-2-yl)phenyl]carbamate